((4,6-dimethyl-2-oxo-1,2-dihydropyridin-3-yl)methyl)-2-(4-(dimethylamino)bicyclo[2.2.2]oct-1-yl)-9-ethynyl-2,4-dimethyl-7,8-dihydro-[1,3]dioxolo[4,5-g]isoquinolin-5(6H)-one CC1=C(C(NC(=C1)C)=O)CN1C(C=2C(=C3C(=C(C2CC1)C#C)OC(O3)(C)C31CCC(CC3)(CC1)N(C)C)C)=O